1-methyl-1-(2-(pyrazolo[5,1-b]thiazole-7-carbonyl)-2-azaspiro[3.3]heptan-6-yl)-3-(5-(trifluoromethoxy)pyridin-3-yl)urea CN(C(=O)NC=1C=NC=C(C1)OC(F)(F)F)C1CC2(CN(C2)C(=O)C=2C=NN3C2SC=C3)C1